N[C@H]([C@H](O)C)C(=O)O R-threonine